[Cl-].[Cl-].C1(CCC1)=[Zr+2](C1C(=CC2=C(C(=C(C=C12)C)C)C1=CC(=CC(=C1)C)C)C=1OC(=CC1)C)C1C(=CC2=C(C(=C(C=C12)C)C)C1=CC(=CC(=C1)C)C)C=1OC(=CC1)C Cyclobutylidenebis[2-(5-methyl-2-furyl)-4-(3,5-dimethylphenyl)-5,6-dimethyl-1-indenyl]zirconium dichloride